BrC1=C2C(=NC(=C1)C(=O)OC)C(CO2)(C)C methyl 7-bromo-3,3-dimethyl-2H-furo[3,2-b]pyridine-5-carboxylate